6-ethyl-5-(2-(2-morpholinoethoxy)quinolin-8-yl)pyridin-2-amine C(C)C1=C(C=CC(=N1)N)C=1C=CC=C2C=CC(=NC12)OCCN1CCOCC1